C12=CC=C(N1)C=C1C=CC(=N1)C=C1C=CC(N1)=CC=1C=CC(N1)=C2 anti-porphyrin